4-(2-(3-((4-((8-ethoxy-7-(1H-pyrazol-4-yl)-[1,2,4]triazolo[1,5-a]pyridin-2-yl) amino)-3-methylphenyl) sulfonamido) propyl)-7-azaspiro[3.5]nonan-7-yl)-2-formylbenzoate C(C)OC=1C=2N(C=CC1C=1C=NNC1)N=C(N2)NC2=C(C=C(C=C2)S(=O)(=O)NCCCC2CC1(C2)CCN(CC1)C1=CC(=C(C(=O)[O-])C=C1)C=O)C